ruthenium (III) dichloride [Ru+](Cl)Cl